2-(4-(3-(3-methylphenyl)ureido)benzyloxy)benzamide germanium indium antimony [Sb].[In].[Ge].CC=1C=C(C=CC1)NC(NC1=CC=C(COC2=C(C(=O)N)C=CC=C2)C=C1)=O